4-[(1-methyl-1h-pyrazol-5-yl)carbonyl]morpholine CN1N=CC=C1C(=O)N1CCOCC1